NC1(CCN(CC1)C1=NC=C(C(=N1)C(=O)N)C1=C(C(=CC=C1)Cl)Cl)C 2-(4-amino-4-methylpiperidin-1-yl)-5-(2,3-dichloro-phenyl)-pyrimidine-4-carboxamide